[Na].C(CC)PCCC dipropylphosphine sodium salt